ClC1=C(C=C(OCC(=O)NC23CC(C2)(C3)NC3=NC=CC(=N3)C3=CC=CC=C3)C=C1)F 2-(4-chloro-3-fluorophenoxy)-N-{3-[(4-phenylpyrimidin-2-yl)amino]bicyclo[1.1.1]pent-1-yl}acetamide